Pentaerythritol tetrakis(3-(3,5-di-tert-butyl-4-hydroxyphenyl) propionat) C(C)(C)(C)C=1C=C(C=C(C1O)C(C)(C)C)CCC(=O)OCC(COC(CCC1=CC(=C(C(=C1)C(C)(C)C)O)C(C)(C)C)=O)(COC(CCC1=CC(=C(C(=C1)C(C)(C)C)O)C(C)(C)C)=O)COC(CCC1=CC(=C(C(=C1)C(C)(C)C)O)C(C)(C)C)=O